5-(6-amino-1-(4-nitrobenzyl)-1H-pyrazolo[3,4-d]pyrimidin-4-yl)nicotinonitrile NC1=NC(=C2C(=N1)N(N=C2)CC2=CC=C(C=C2)[N+](=O)[O-])C=2C=NC=C(C#N)C2